N(=[N+]=[N-])CC(=O)N[C@@H]1C(OC(C)=O)O[C@@H]([C@H]([C@@H]1OC(C)=O)OC(C)=O)COP(=O)(OC1=CC=CC=C1)N[C@@H](C)C(=O)OC1(CCOCC1)C acetyl 2-(2-azidoacetylamino)-2-deoxy-3,4-di-O-acetyl-6-O-(((S)-1-(4-methyl-tetrahydropyran-4-yloxy) carbonylethylamino) (phenoxy) phosphoryl)-D-mannopyranoside